7-(2-((3aR,3bR,4aS,5R,5aS)-5-(4-Amino-7H-pyrrolo[2,3-d]pyrimidin-7-yl)-2,2-dimethyltetrahydrocyclopropa[3,4]cyclopenta[1,2-d][1,3]dioxol-3b(3aH)-yl)ethyl)-3-methylquinolin-2-amine NC=1C2=C(N=CN1)N(C=C2)[C@@H]2[C@@H]1[C@]([C@@H]3[C@H]2OC(O3)(C)C)(C1)CCC1=CC=C3C=C(C(=NC3=C1)N)C